1-(5-methoxy-2-methylpyridin-3-yl)piperazine trihydrochloride Cl.Cl.Cl.COC=1C=C(C(=NC1)C)N1CCNCC1